ClC1=C(C=CC=C1)N1C(N=C(C2=CC=C(C=C12)C(C)(F)F)NCC1CC1)=O 1-(2-chlorophenyl)-4-((cyclopropyl-methyl)amino)-7-(1,1-difluoroethyl)-quinazolin-2(1H)-one